C(C)OC(=O)C1=CN(C2=NC(=C(C=C2C1=O)F)Cl)C=1SC=C(N1)C(F)(F)F 7-chloro-6-fluoro-4-oxo-1-[4-(trifluoromethyl)-1,3-thiazol-2-yl]-1,4-dihydro-1,8-naphthyridine-3-carboxylic acid ethyl ester